Trihexyl-(tetradecyl)phosphonium hydroxide [OH-].C(CCCCC)[P+](CCCCCCCCCCCCCC)(CCCCCC)CCCCCC